[Be].[Sb] Antimony-beryllium